4-(2-methoxy-6-methylpyridin-3-yl)-N-[(3R)-1-methylpiperidin-3-yl]phthalazin-1-amine COC1=NC(=CC=C1C1=NN=C(C2=CC=CC=C12)N[C@H]1CN(CCC1)C)C